N-benzyl-2-chloro-N-((1S,2S)-2-hydroxycyclopentyl)acetamide C(C1=CC=CC=C1)N(C(CCl)=O)[C@@H]1[C@H](CCC1)O